ClC1=C(C(=CC=C1Cl)OC)[C@H]1C[C@H](N(C1)C(=O)OC(C)(C)C)C=C tert-butyl (2S,4R)-4-(2,3-dichloro-6-methoxyphenyl)-2-ethenylpyrrolidine-1-carboxylate